C(#C)C1=CC=C(C=C1)[C@H](C)NC(=O)[C@H]1N(C[C@@H](C1)O)C([C@@H](C(CC(=O)O)(C)C)NC(=O)OC1=CC=CC=C1)=O (4R)-5-[(2S,4R)-2-[[(1S)-1-(4-ethynylphenyl)ethyl]carbamoyl]-4-hydroxy-pyrrolidin-1-yl]-3,3-dimethyl-5-oxo-4-(phenoxycarbonylamino)pentanoic acid